NC1=NC=2C=CC(=CC2C2=C1C=NN2C)C(=O)N(N(C)C(=O)[C@@H]2[C@@H](C2)F)CC2=NC=C(C=C2)C(F)(F)F 4-amino-N'-((1R,2R)-2-fluorocyclopropane-1-carbonyl)-N',1-dimethyl-N-((5-(trifluoromethyl)pyridin-2-yl)methyl)-1H-pyrazolo[4,3-c]quinoline-8-carbohydrazide